1-(3-chloro-1-iodo-5,6-dihydroimidazo[1,5-a]pyrazin-7(8H)-yl)ethanone ClC1=NC(=C2N1CCN(C2)C(C)=O)I